N-(1-METHYL-1H-BENZO[D][1,2,3]TRIAZOL-7-YL)-6-(4-(TRIFLUOROMETHYL)-1H-PYRAZOL-1-YL)PYRIDINE-3-SULFONAMIDE CN1N=NC2=C1C(=CC=C2)NS(=O)(=O)C=2C=NC(=CC2)N2N=CC(=C2)C(F)(F)F